(R)-3-thienylglycine C1=CSC=C1[C@H](C(=O)O)N